BrC1=CC(=C(C=C1)OC1=CC=C(C=C1)C)OC 4-bromo-2-methoxy-1-(4-methylphenoxy)benzene